O=S1(N(CCC1)[C@@H]1CN(C[C@H](C1)F)C(=O)OC1=CC=C(C=C1)C(F)(F)F)=O 4-(trifluoromethyl)phenyl (3S,5S)-3-(1,1-dioxo-1λ6,2-thiazolidin-2-yl)-5-fluoropiperidine-1-carboxylate